(4R)-2-((R)-2-(2-hydroxyphenyl)-4,5-dihydrothiazol-4-yl)-3-methylthiazolidine-4-carboxylic acid OC1=C(C=CC=C1)C=1SC[C@@H](N1)C1SC[C@H](N1C)C(=O)O